FC1=CC(=C(C=C1)C=1C(C(=C(NC1C)C)C(=O)O)=O)C 5-(4-fluoro-2-methylphenyl)-2,6-dimethyl-4-oxo-1,4-dihydropyridine-3-carboxylic acid